6-(3-isopropyl-5-(1-(tetrahydro-2H-pyran-4-yl)piperidin-4-yl)-1H-indol-2-yl)-8-methylquinoline C(C)(C)C1=C(NC2=CC=C(C=C12)C1CCN(CC1)C1CCOCC1)C=1C=C2C=CC=NC2=C(C1)C